O=C1NC(CCC1N1C(C2=CC=CC(=C2C1=O)NCC(=O)N1CCN(CC1)C)=O)=O 2-(2,6-Dioxopiperidin-3-yl)-4-((2-(4-methylpiperazin-1-yl)-2-oxoethyl)amino)isoindoline-1,3-dione